C12C(C(C(C=C1)C(C2C(=O)O)C(=O)O)C(=O)O)C(=O)O bicyclo[2.2.2]Oct-5-en-2,3,7,8-tetracarboxylic acid